C[Se]C[C@@H](C(=O)O)N Se-methyl-L-selenocysteine